NC1=C(C=CC(=C1)OC1CC1)C(=O)N1CCC(CC1)C=1C(=CN=C2NC(=NC12)C1CNCCC1)F (2-amino-4-cyclopropoxyphenyl){4-[6-fluoro-2-(3-piperidyl)-3H-1,3,4-triazainden-7-yl]-1-piperidyl}methanone